(3S)-1-[3-[4-(2-Chloro-4-methylsulfonyl-phenyl)phenyl]azetidine-1-carbonyl]pyrrolidine-3-carboxamide ClC1=C(C=CC(=C1)S(=O)(=O)C)C1=CC=C(C=C1)C1CN(C1)C(=O)N1C[C@H](CC1)C(=O)N